C(C)(=O)[O-].C(S)(S)=S.[K+] potassium trithiocarbonate acetate